NC1=C(C=C(C=N1)C=1C=C2N(N1)CCC21CN(C1)C(=O)NCC12COC(C1)(C2)C)C#N 2'-(6-amino-5-cyanopyridin-3-yl)-N-[(1-methyl-2-oxabicyclo[2.1.1]hexan-4-yl)methyl]-5',6'-dihydrospiro[azetidine-3,4'-pyrrolo[1,2-b]pyrazole]-1-carboxamide